BrC1=CC(=CC2=C1CCCCC2)F 1-bromo-3-fluoro-6,7,8,9-tetrahydro-5H-benzo[7]annulen